NC1=C2N=CN(C2=NC(=N1)Cl)[C@H]1[C@@H]([C@@H]([C@H](O1)CO[C@@H](C(=O)O)C1=NN=NN1)O)O (R)-2-(((2R,3S,4R,5R)-5-(6-amino-2-chloro-9H-purin-9-yl)-3,4-dihydroxytetrahydrofuran-2-yl)methoxy)-2-(1H-tetrazol-5-yl)acetic acid